5-(6-(4-((5-cyclopropyl-3-(2-(trifluoromethoxy)phenyl)isoxazol-4-yl)methoxy)piperidin-1-yl)pyridin-3-yl)isoxazol-3(2H)-one C1(CC1)C1=C(C(=NO1)C1=C(C=CC=C1)OC(F)(F)F)COC1CCN(CC1)C1=CC=C(C=N1)C1=CC(NO1)=O